(R)-2-benzenesulfonyl-1-(3-methoxyphenyl)ethanol C1(=CC=CC=C1)S(=O)(=O)C[C@H](O)C1=CC(=CC=C1)OC